1-(1H-indazol-6-yl)dihydropyrimidine-2,4(1H,3H)-dione N1N=CC2=CC=C(C=C12)N1C(NC(CC1)=O)=O